5-amino-6-(5-methyl-1H-indazol-4-yl)-2-(2-(methylsulfonyl)phenyl)pyrimidine-4-carboxamide methyl-2,6-naphthalenedicarboxylate COC(=O)C1=CC2=CC=C(C=C2C=C1)C(=O)O.NC=1C(=NC(=NC1C1=C2C=NNC2=CC=C1C)C1=C(C=CC=C1)S(=O)(=O)C)C(=O)N